FC(C1=NN=C(O1)C=1C=CC(=NC1)CN1C(N(C2=C1C=C(C(=C2)C=2C=C1C=NNC1=CC2)F)C2CCN(CC2)C)=O)F 1-((5-(5-(difluoromethyl)-1,3,4-oxadiazol-2-yl)pyridin-2-yl)methyl)-6-fluoro-5-(1H-indazol-5-yl)-3-(1-methylpiperidin-4-yl)-1,3-dihydro-2H-benzo[d]imidazol-2-one